FC1=C(C(=C(C=C1)[C@H]1[C@@H](O[C@]([C@H]1C)(C(F)(F)F)C)C(=O)NC1=CC(=NC=C1)C(=O)N)OC)CO |o1:7,8,10,11| rel-4-((2R,3S,4S,5R)-3-(4-fluoro-3-(hydroxymethyl)-2-methoxyphenyl)-4,5-dimethyl-5-(trifluoromethyl)tetrahydrofuran-2-carboxamido)pyridineamide